BrC=1C=C(C=CC1)C1(CC(C1)(F)F)C(=O)NNC(NC)=S 2-(1-(3-Bromophenyl)-3,3-difluorocyclobutane-1-carbonyl)-N-methylhydrazine-1-carbothioamide